2-TBDMSAdenosine [Si](C)(C)(C(C)(C)C)C=1N=C(C=2N=CN([C@H]3[C@H](O)[C@H](O)[C@@H](CO)O3)C2N1)N